ClC1=C(C=CC(=C1)Cl)C1=CC2=C(N=C(N=C2)SC)N=C1NCCO 2-((6-(2,4-dichlorophenyl)-2-(methylthio)pyrido[2,3-d]pyrimidin-7-yl)amino)ethan-1-ol